CC(C)(C)[S@@](=O)N[C@@H]1C=2C=NC(=CC2CC12CCNCC2)C (R)-2-methyl-N-[(7S)-3-methylspiro[5,7-dihydrocyclopenta[c]pyridine-6,4'-piperidine]-7-yl]propane-2-sulfinamide